BrC=1C=C2C(=NNC2=NC1)C1=CC(=NC=C1Cl)F 5-bromo-3-(5-chloro-2-fluoropyridin-4-yl)-1H-7-azaindazole